bis(2,4,6-trimethylbenzoyl)diphenylphosphine oxide CC1=C(C(=O)C=2C(=C(C=CC2)P(C2=CC=CC=C2)=O)C(C2=C(C=C(C=C2C)C)C)=O)C(=CC(=C1)C)C